FC=1C(=C(C(=NC1)NC1=CC(CC(C1)(C)C)=O)C(=C)C1=CC(=CC=C1)OC(C)C)I 3-[[5-fluoro-4-iodo-3-[1-(3-isopropoxyphenyl)vinyl]-2-pyridyl]amino]-5,5-dimethyl-cyclohex-2-en-1-one